N1=C(C=CC=C1)C1=C(C=CC(=C1)N1C2=CC=CC=C2C=2N=CC=CC12)[O-].[Li+].FC(C1=CC=C(C=C1)N1N=C(C2=NC=CC=C21)N2CC(CC2)NC(C=C)=O)(F)F N-(1-(1-(4-(trifluoromethyl)phenyl)-1H-pyrazolo[4,3-b]pyridin-3-yl)pyrrolidin-3-yl)acrylamide lithium 2-(pyridin-2-yl)-4-(4-azacarbazol-9-yl)phenolate